O.Cl.C(C)(=O)OCC=1C=C2C=C(C(OC2=CC1)=O)C(=O)OC1=CC=C(C=C1)CN.NCC1=CC=C(C=C1)OC(=O)C=1C(OC2=CC=C(C=C2C1)COC(C)=O)=O.Cl 4-(Aminomethyl)phenyl 6-(acetoxymethyl)-2-oxo-2H-chromene-3-carboxylate hydrochloride hemihydrate